COC1=CC=C(C=C1)C1=CC(=NO1)C1=CC=C(C=C1)C1=C(C(=O)N)C=CC(=C1)C (4-(5-(4-methoxyphenyl)isoxazol-3-yl)phenyl)-4-methylbenzamide